C[SH2](CC1CNCCC1)=NC methyl-(methylimino)(piperidin-3-ylmethyl)-lambda6-sulfane